2-((5-bromo-2-((4-morpholinophenyl)amino)pyrimidin-4-yl)amino)-N-methoxybenzamide BrC=1C(=NC(=NC1)NC1=CC=C(C=C1)N1CCOCC1)NC1=C(C(=O)NOC)C=CC=C1